bis(3-azidopropyl) hexane-1,6-diyldicarbamate C(CCCCCNC(OCCCN=[N+]=[N-])=O)NC(OCCCN=[N+]=[N-])=O